C(C)(C)(C)OC(=O)NNC(=S)C1=CC=C(C=C1)CN(C)C(=O)OC(C)(C)C 2-(4-(((tert-butoxycarbonyl)(methyl)amino)methyl)phenylthiocarbonyl)hydrazine-1-carboxylic acid tert-butyl ester